C(CP(=O)(O)O)O The molecule is a phosphonic acid consisting of ethanol with the phospho group at the 2-position. It derives from a phosphonic acid. It is a conjugate acid of a 2-hydroxyethylphosphonic acid(1-).